(1-isopropyl-1H-indazol-6-yl)butane-1-sulfonamide C(C)(C)N1N=CC2=CC=C(C=C12)C(CCC)S(=O)(=O)N